C(N)(=O)C1CN(C(C=2N(C1)N=C1C2CN(CC1)C(=O)OC(C)(C)C)=O)C tert-butyl 8-carbamoyl-10-methyl-11-oxo-3,4,8,9,10,11-hexahydro-1H-pyrido[4',3':3,4]pyrazolo[1,5-a][1,4]diazepine-2(7H)-carboxylate